N-(4-(5-(difluoromethyl)-1,3,4-oxadiazol-2-yl)-2-fluorobenzyl)-N-phenylthiomorpholine-4-sulfonamide FC(C1=NN=C(O1)C1=CC(=C(CN(S(=O)(=O)N2CCSCC2)C2=CC=CC=C2)C=C1)F)F